NC=1C=C(C=CC1Br)NC(CC(=O)OCC)=O ethyl 3-((3-amino-4-bromophenyl)amino)-3-oxopropanoate